CSCCCOP1(OCCO1)=O 2-(3-methylthiopropoxy)-2-oxo-1,3,2-dioxaphospholane